CC1=CC(=NN1CC(=O)N1CCC(CC1)C=1SC=C(N1)C1=NO[C@H](C1)C1=CC=CC=C1)C(F)(F)F 2-[5-methyl-3-(trifluoromethyl)-1H-pyrazol-1-yl]-1-(4-{4-[(5R)-5-phenyl-4,5-dihydro-1,2-oxazol-3-yl]-1,3-thiazol-2-yl}piperidin-1-yl)ethanone